C1=CC=CC=2C3=CC=CC=C3C(C12)COC(=O)N[C@H](C(=O)OC(CCCCCCC\C=C/CCCCCCCC)CCCCCCCC\C=C/CCCCCCCC)C(C)OC(C)(C)C (9Z,27Z)-hexatriacont-9,27-dien-18-yl (2S)-2-((((9H-Fluoren-9-yl)methoxy)carbonyl)amino)-3-(tert-butoxy)butanoate